(1S,3S)-3-(piperidin-1-yl)cyclopentan-1-amine N1(CCCCC1)[C@@H]1C[C@H](CC1)N